(2-methoxyethyl)-1-methyl-5-(4,4,5,5-tetramethyl-1,3,2-dioxaborolan-2-yl)pyrimidine COCCC1N(C=C(C=N1)B1OC(C(O1)(C)C)(C)C)C